2-(2-chlorobenzo[d]thiazol-6-yloxy)ethanol ClC=1SC2=C(N1)C=CC(=C2)OCCO